FC([C@H]1COCC(N1)=O)(F)F (5R)-5-(trifluoromethyl)morpholin-3-one